O7-[[2,2-dimethyl-5-[[7-[(Z)-non-3-enoxy]-7-oxo-heptanoyl]oxymethyl]-1,3-dioxan-5-yl]methyl] O1-[(Z)-non-3-enyl] heptanedioate C(CCCCCC(=O)OCC1(COC(OC1)(C)C)COC(CCCCCC(=O)OCC\C=C/CCCCC)=O)(=O)OCC\C=C/CCCCC